(S,E)-1-amino-2-(1-(2-cyano-3-cyclopropyl-acryloyl)piperidin-2-yl)-4-(4-((4-ethylpyridin-2-yl)carbamoyl)phenyl)-1H-imidazole-5-carboxamide NN1C(=NC(=C1C(=O)N)C1=CC=C(C=C1)C(NC1=NC=CC(=C1)CC)=O)[C@H]1N(CCCC1)C(\C(=C\C1CC1)\C#N)=O